BrC1=C(C=2C(=NC=C3C2N(C(N3C)=O)C3CCC(CC3)(C)NC(OC(C)(C)C)=O)N1S(=O)(=O)C1=CC=CC=C1)C1=CC=C(C=C1)OC tert-butyl ((1s,4s)-4-(7-bromo-8-(4-methoxyphenyl)-3-methyl-2-oxo-6-(phenylsulfonyl)-3,6-dihydroimidazo[4,5-d]pyrrolo[2,3-b]pyridin-1(2H)-yl)-1-methylcyclohexyl)carbamate